4-ethynyl-pyrazolo[1,5-a]pyridine-5-carboxamide C(#C)C=1C=2N(C=CC1C(=O)N)N=CC2